C(CCCCCC)OCCCC=O 4-(Heptyloxy)-butanal